6,7-dimethoxy-2-methyl-N-{(1R)-1-[3-(5-methylpyridin-3-yl)phenyl]ethyl}quinazolin-4-amine COC=1C=C2C(=NC(=NC2=CC1OC)C)N[C@H](C)C1=CC(=CC=C1)C=1C=NC=C(C1)C